NC=1N=NC(=CC1N1CC2CCC(C1)N2C2=CC(=NC=C2)C#CCN2CC(CC2)O)C2=C(C=CC=C2)O 1-[3-[4-[3-[3-amino-6-(2-hydroxyphenyl)pyridazin-4-yl]-3,8-diazabicyclo[3.2.1]octan-8-yl]-2-pyridyl]prop-2-ynyl]pyrrolidin-3-ol